ClC=1C=C2C=C(NC2=CC1)CNC(N(C)[C@H]1CN(CCC1)C(=O)C1=NN(C(=C1)C)C)=O (R)-3-((5-chloro-1H-indol-2-yl)methyl)-1-(1-(1,5-dimethyl-1H-pyrazole-3-carbonyl)piperidin-3-yl)-1-methylurea